(R)-5-((2-isopropyl-1,4-diazepan-1-yl)sulfonyl)isoquinolin-1-ol hydrochloride Cl.C(C)(C)[C@H]1N(CCCNC1)S(=O)(=O)C1=C2C=CN=C(C2=CC=C1)O